(((tert-butyldimethylsilyl)oxy)methyl)-N-(4-fluorophenyl)-N-methylpyridineamide [Si](C)(C)(C(C)(C)C)OCC=1C(=NC=CC1)C(=O)N(C)C1=CC=C(C=C1)F